C12CN(CC(N1)C2)C=2OC1=C(N2)C(=CC=C1C=1SC=CN1)OC1=NC=CC=N1 2-(3,6-diazabicyclo[3.1.1]heptan-3-yl)-4-(pyrimidin-2-yloxy)-7-(thiazol-2-yl)benzo[d]oxazole